NCCNC(OCC1=CC=CC=C1)=O benzyl N-(2-aminoethyl)carbamate